ClC1=NC(=CC=C1C(=O)NS(=O)(=O)C1=CC=C(OCCCCC2CC(N(C2)C(=O)OC(C)(C)C)(C)C)C=C1)N1N=C(C=C1)OCCC1(CC1)C(F)(F)F tert-Butyl 4-[4-[4-[[2-chloro-6-[3-[2-[1-(trifluoromethyl)cyclopropyl]ethoxy]pyrazol-1-yl]pyridine-3-carbonyl]sulfamoyl]phenoxy]butyl]-2,2-dimethyl-pyrrolidine-1-carboxylate